6-bromo-7-(2-fluoro-5-methylphenyl)-1-(2-isopropyl-4-methylpyridin-3-yl)quinazoline BrC=1C=C2C=NCN(C2=CC1C1=C(C=CC(=C1)C)F)C=1C(=NC=CC1C)C(C)C